methyldiallylamine chloride [Cl-].CN(CC=C)CC=C